(1R,3S,4R)-2-((3-chlorophenyl)-D-leucyl)-N-((R)-1-cyano-2-((S)-2-oxopyrrolidin-3-yl)ethyl)-5,5-difluoro-2-azabicyclo[2.2.2]octane-3-carboxamide ClC=1C=C(C=CC1)N[C@H](CC(C)C)C(=O)N1[C@H]2CC([C@@H]([C@H]1C(=O)N[C@H](C[C@H]1C(NCC1)=O)C#N)CC2)(F)F